N-(4-benzyloxyphenyl)-alpha-amino-4-benzyloxyphenylacetone C(C1=CC=CC=C1)OC1=CC=C(C=C1)NC(C1=CC=CC=C1)OC1=CC=C(C=C1)CC(C)=O